FC1=CN(C=C1)C=1C=2N(N=C(C1)C=1C(NC(NC1)=O)=O)C=CN2 5-(8-(3-fluoro-1H-pyrrol-1-yl)imidazo[1,2-b]pyridazin-6-yl)pyrimidine-2,4(1H,3H)-dione